4,5-Dimethyl-2,3-dihydro-1H-pyrrolo[4,3-c]pyrazolo[1,5-a]pyridine-2-carboxylic acid-2-methylpropan-2-yl ester CC(C)(C)OC(=O)N1CC2=C(C=3N(C(=C2C)C)N=CC3)C1